OC1=NC=CC=C1COC=1C=CC2=C(C(=C(S2)C)C(=O)NC(C(=O)N)(C)C)C1 2-({5-[(2-hydroxypyridin-3-yl)methoxy]-2-methyl-1-benzothiophen-3-yl}formamido)-2-methylpropanamide